[P].[P].[P].C(C1CO1)CCC[Si](OC)(OC)OC γ-(2,3-epoxypropyl)propyl-trimethoxysilane TRIphosphorus